2-(3-(4-fluoro-3-(methylsulfonyl)phenyl)-5-hydroxy-1H-pyrazol-1-yl)thiazole-4-carboxylic acid FC1=C(C=C(C=C1)C1=NN(C(=C1)O)C=1SC=C(N1)C(=O)O)S(=O)(=O)C